rac-trans-tert-butyl-3-methyl-4-((4-(N-methylmethylsulfonamido)phenoxy)methyl)pyrrolidine-1-carboxylate C(C)(C)(C)OC(=O)N1C[C@H]([C@@H](C1)COC1=CC=C(C=C1)N(S(=O)(=O)C)C)C |r|